COC1=CC=C(C=C1)C=C1C=C(C(C(=C1)C(C)(C)C)=O)C(C)(C)C 4-(4-methoxyphenyl)methylene-2,6-di-tert-butyl-cyclohexadien-1-one